NC=1C2=C(N=CN1)N(C(=C2C2=CC(=C(C(=C2)C)OC2=NC=CC(=N2)C)OC)C2=CC=C(C=C2)NC(C(=C)C)=O)C N-(4-(4-amino-5-(3-methoxy-5-methyl-4-((4-methylpyrimidin-2-yl)oxy)phenyl)-7-methyl-7H-pyrrolo[2,3-d]pyrimidin-6-yl)phenyl)methacrylamide